(2S,4R)-1-((S)-2-(4-(1-ethynylcyclopropyl)-1H-1,2,3-triazol-1-yl)-3,3-dimethylbutanoyl)-4-hydroxy-N-(4-(4-methylthiazol-5-yl)benzyl)pyrrolidine-2-carboxamide C(#C)C1(CC1)C=1N=NN(C1)[C@H](C(=O)N1[C@@H](C[C@H](C1)O)C(=O)NCC1=CC=C(C=C1)C1=C(N=CS1)C)C(C)(C)C